(9H-Fluoren-9-yl)methyl (2S)-2-({[(2R)-1-oxo-1-(propan-2-yloxy)-3-(pyrimidin-2-yl)propan-2-yl]oxy}carbonyl)pyrrolidine-1-carboxylate O=C([C@@H](CC1=NC=CC=N1)OC(=O)[C@H]1N(CCC1)C(=O)OCC1C2=CC=CC=C2C=2C=CC=CC12)OC(C)C